N1N=CN=C1C1=CC=C(C=C1)C1=CC=C(C=C1)C=1N=NNC1C(=O)O 4-(4'-(1H-1,2,4-triazol-5-yl)-[1,1'-biphenyl]-4-yl)-1H-1,2,3-triazole-5-carboxylic acid